methyl-2-hydroxy-3-[N-[4-[methyl-[2-(4-methylpiperazin-1-yl)acetyl]amino]phenyl]-C-phenylcarbonimidoyl]-1H-indole-6-carboxylate COC(=O)C1=CC=C2C(=C(NC2=C1)O)C(=NC1=CC=C(C=C1)N(C(CN1CCN(CC1)C)=O)C)C1=CC=CC=C1